C(C)OC(=O)C1(CN(CCC1)C(=O)OCC1=CC=CC=C1)C=O 3-formylpiperidine-1,3-dicarboxylic acid 1-benzyl ester 3-ethyl ester